tert-butyl (7-(2-((1-methyl-1H-pyrazol-4-yl)amino)pyrimidin-4-yl)-1-tosyl-1,2,3,4-tetrahydroquinolin-4-yl)carbamate CN1N=CC(=C1)NC1=NC=CC(=N1)C1=CC=C2C(CCN(C2=C1)S(=O)(=O)C1=CC=C(C)C=C1)NC(OC(C)(C)C)=O